ClC=1C=C(C=CC1[N+](=O)[O-])/C=C/C(=O)OCC ethyl (E)-3-(3-chloro-4-nitrophenyl)acrylate